5-Formyl-6-methoxy-3,4-dihydro-1H-isoquinoline-2-carboxylic acid (2-morpholin-4-yl-ethyl)-amide N1(CCOCC1)CCNC(=O)N1CC2=CC=C(C(=C2CC1)C=O)OC